C12CN(CC(O1)C2)CC(=O)NC=2C=C(C(=NC2)C)NC(=O)C=2C=NN1C2SC(=C1)C=1C=NN(C1)C N-(5-(2-(6-oxa-3-azabicyclo[3.1.1]heptan-3-yl)acetamido)-2-methylpyridin-3-yl)-2-(1-methyl-1H-pyrazol-4-yl)pyrazolo[5,1-b]thiazole-7-carboxamide